N[C@@H]1CN(C[C@H]1F)C1=CC(=CC(=N1)N1CC=2C(=NC=CC2C1=O)C1=C(C=CC=C1OC)F)C1CC1 2-(6-((3r,4r)-3-amino-4-fluoropyrrolidin-1-yl)-4-cyclopropylpyridin-2-yl)-4-(2-fluoro-6-methoxyphenyl)-2,3-dihydro-1H-pyrrolo[3,4-c]pyridin-1-one